(S)-N-(3-(6-amino-3,3-difluoro-2-(fluoromethyl)-2,3,4,5-tetrahydropyridin-2-yl)-4-fluorophenyl)-5-bromopyridineamide NC=1CCC([C@@](N1)(CF)C=1C=C(C=CC1F)NC(=O)C1=NC=C(C=C1)Br)(F)F